2-Methyl-4-(1-(4-(trifluoromethoxy)phenyl)vinyl)quinazoline CC1=NC2=CC=CC=C2C(=N1)C(=C)C1=CC=C(C=C1)OC(F)(F)F